4,5-dichloro-2-(2-methoxy-4-(trifluoromethoxy)phenoxy)-N-(pyrimidin-5-yl)benzamide ClC1=CC(=C(C(=O)NC=2C=NC=NC2)C=C1Cl)OC1=C(C=C(C=C1)OC(F)(F)F)OC